CSCC1OC(=C(C1)S(=O)(=O)C1=CC=C(C=C1)C)C1=CC=CC=C1 2-((methylthio)methyl)-5-phenyl-4-p-methylbenzenesulfonyl-2,3-dihydrofuran